CN(CCCOC1=C(OC2=CC=C(C=C2)NC2=NC=NC3=CC=C4C(=C23)OCCN4)C=CC=C1)C N-(4-(2-(3-(dimethylamino)propoxy)phenoxy)phenyl)-3,4-dihydro-2H-[1,4]oxazino[2,3-f]quinazolin-10-amine